tert-butyl (((2R,3S)-5-chloro-6-fluoro-3-methyl-2-(pyridin-2-yl)-4-(4,4,5,5-tetramethyl-1,3,2-dioxaborolan-2-yl)-2,3-dihydrobenzofuran-2-yl)methyl)carbamate ClC=1C(=CC2=C([C@@H]([C@](O2)(C2=NC=CC=C2)CNC(OC(C)(C)C)=O)C)C1B1OC(C(O1)(C)C)(C)C)F